2-(((3-(ethoxymethyl)-5-methyl-oxooxazolidin-5-yl)methoxy)methyl)-N-(1-methyl-1H-tetrazol-5-yl)-6-(trifluoromethyl)nicotinamide C(C)OCN1C(OC(C1)(C)COCC1=C(C(=O)NC2=NN=NN2C)C=CC(=N1)C(F)(F)F)=O